ClC1=C(C=CC(=C1)F)S(=O)(=O)N1C[C@@H]([C@@](C1)(CO)O)S(=O)(=O)C1=CC(=C(C#N)C=C1)F 4-(((3S,4R)-1-((2-chloro-4-fluorophenyl)sulfonyl)-4-hydroxy-4-(hydroxymethyl)pyrrolidin-3-yl)sulfonyl)-2-fluorobenzonitrile